C(C[NH3+])[NH3+] 1,2-Ethanediaminium